5-(tetramethylcyclopentadienyl)(trimethylsilylmethylcyclopentadienyl)hafnium dichloride [Cl-].[Cl-].CC1=C(C(=C(C1C1=CC=CC1(C[Si](C)(C)C)[Hf+2])C)C)C